Lithium Acetate Borate B([O-])(O)O.C(C)(=O)O.[Li+]